5-(1'-((1-(4-((4-(2-(3-chloro-5-cyano-4-ethoxyphenyl)propan-2-yl)phenoxy)methyl)pyrimidin-2-yl)piperidin-4-yl)methyl)-[4,4'-bipiperidin]-1-yl)-N-(2,6-dioxopiperidin-3-yl)picolinamide ClC=1C=C(C=C(C1OCC)C#N)C(C)(C)C1=CC=C(OCC2=NC(=NC=C2)N2CCC(CC2)CN2CCC(CC2)C2CCN(CC2)C=2C=CC(=NC2)C(=O)NC2C(NC(CC2)=O)=O)C=C1